FC(OC=1C=C(C=CC1)S(=O)(=O)NC(NC1=C2CCCC2=CC=2CCCC12)=O)F 3-(difluoromethoxy)-N-((1,2,3,5,6,7-hexahydro-s-indacen-4-yl)carbamoyl)benzenesulfonamide